1'-benzyl-1-methyl-1H,1'H-[2,3'-bipyrrole]-2',5'-dione C(C1=CC=CC=C1)N1C(C(=CC1=O)C=1N(C=CC1)C)=O